COC(C1=CC=C2C3(CC(NC2=N1)C3)NC(CC)=O)OC N-(7-(dimethoxymethyl)-1,2,3,4-tetrahydro-2,4-methylene-1,8-naphthyridin-4-yl)propionamide